C(C)(C)(C)OC(=O)N(C1=CC=CC2=C1N=C(O2)C2=C1C=C(N=CC1=C(N=C2)NC)NC2=CC=CC(=N2)OCCC(=O)OC(C)(C)C)C tert-butyl 3-[[6-[[5-[4-[tert-butoxycarbonyl(methyl)amino]-1,3-benzoxazol-2-yl]-8-(methylamino)-2,7-naphthyridin-3-yl]amino]-2-pyridyl]oxy]propanoate